methyl 5-amino-9-chloro-7-(2-(4-(5-fluoro-2-methylpyridin-4-yl) piperazin-1-yl) ethyl)-2-(pyridin-2-yl)-7H-pyrrolo[3,2-e][1,2,4]triazolo[1,5-c]pyrimidine-8-carboxylate NC1=NC2=C(C=3N1N=C(N3)C3=NC=CC=C3)C(=C(N2CCN2CCN(CC2)C2=CC(=NC=C2F)C)C(=O)OC)Cl